ClC=1C=C(C(=C(C1)O)C=1N=NC(=CC1)CN1C[C@@H](CC1)OC)C (R)-5-Chloro-2-(6-((3-methoxypyrrolidin-1-yl)methyl)pyridazin-3-yl)-3-methylphenol